OC(=O)C(F)(F)F.FC1=CC=C(COC2=CC=C(C=C2)C2C(C2)NCC2CCN(CC2)C2=NC=C(C=N2)C(=O)NO)C=C1 2-(4-(((2-(4-((4-fluorobenzyl)oxy)phenyl)cyclopropyl)amino)methyl)piperidin-1-yl)-N-hydroxypyrimidine-5-carboxamide TFA Salt